4-isopropyl-6-(3-(o-tolyl)piperazin-1-yl)pyrimidin-2-amine C(C)(C)C1=NC(=NC(=C1)N1CC(NCC1)C1=C(C=CC=C1)C)N